N-(3-(4-(1-oxo-1,2,3,4-tetrahydroisoquinolin-6-yl)-1H-pyrazol-1-yl)phenyl)acrylamide O=C1NCCC2=CC(=CC=C12)C=1C=NN(C1)C=1C=C(C=CC1)NC(C=C)=O